NC1=C2C(=NC=N1)N(N=C2C2=CC=C(C=C2)OC2=CC=CC=C2)C2CCC(CC2)N2CCN(CC2)CC2CCN(CC2)C2=CC=C(C=C2)N2C(NC(CC2)=O)=O 1-(4-(4-((4-((1r,4r)-4-(4-amino-3-(4-phenoxyphenyl)-1H-pyrazolo[3,4-d]pyrimidin-1-yl)cyclohexyl)piperazin-1-yl)methyl)piperidin-1-yl)phenyl)dihydropyrimidine-2,4(1H,3H)-dione